methyl 1-(4-fluorophenyl)-2-oxo-1,2-dihydropyridine-3-carboxylate FC1=CC=C(C=C1)N1C(C(=CC=C1)C(=O)OC)=O